CC(=O)N1CCN(CC1)C2=CC=C(C=C2)OCC3COC(O3)(CN4C=CN=C4)C5=C(C=C(C=C5)Cl)Cl The molecule is a dioxolane that is 1,3-dioxolane which is substituted at positions 2, 2, and 4 by imidazol-1-ylmethyl, 2,4-dichlorophenyl, and [para-(4-acetylpiperazin-1-yl)phenoxy]methyl groups, respectively. It is an ether, a member of imidazoles, a N-arylpiperazine, a dioxolane, a dichlorobenzene and a N-acylpiperazine.